2-chloro-3-methylsulfonyl-4-(1,1,2,2-tetrafluoroethoxy)benzoic acid ClC1=C(C(=O)O)C=CC(=C1S(=O)(=O)C)OC(C(F)F)(F)F